6-(2,6-dichlorophenyl)-8-methyl-2-((5-(((3R,5R)-5-methylpyrrolidin-3-yl)oxy)pyridin-2-yl)amino)pyrido[2,3-d]pyrimidin-7(8H)-one ClC1=C(C(=CC=C1)Cl)C1=CC2=C(N=C(N=C2)NC2=NC=C(C=C2)O[C@H]2CN[C@@H](C2)C)N(C1=O)C